C(=O)(CCCCCCCCC)OCO methylene glycol caprate